C(C1=CC=CC=C1)OC1=NC(=CC=C1N1C(N(C2=C1C=CC(=C2)C2=C(C=C(C=C2)CC(=O)OC)F)CC)=O)OCC2=CC=CC=C2 methyl 2-(4-(1-(2,6-bis(benzyloxy)pyridin-3-yl)-3-ethyl-2-oxo-2,3-dihydro-1H-benzo[d]imidazol-5-yl)-3-fluorophenyl)acetate